diaminodihexylamine NC(CCCCCNCCCCCC)N